CC1C(C(C=C1)C)[Si](OC)(OC)C1C(C=CC1C)C bis(2,5-dimethyl-3-cyclopentenyl)dimethoxysilane